FC1=CC=C(C(=O)N2CC(CCC2)C(=O)N2CCN(CC2)C2=CC=NC3=CC(=CC=C23)F)C=C1 (1-(4-fluorobenzoyl)piperidin-3-yl)(4-(7-fluoroquinolin-4-yl)piperazin-1-yl)methanone